3-chloro-6-fluoro-1-benzothiophene ClC1=CSC2=C1C=CC(=C2)F